C/C(=C/CO)/CCC=C(C)C (Z)-3,7-dimethyl-octa-2,6-dien-1-ol